4-vinyl-N-methylpyridinium iodide [I-].C(=C)C1=CC=[N+](C=C1)C